COC1=NC2=C(N1C(=O)NCCCC1=CC=CC=C1)C=C(C=C2)N2CCC1(COC1)CC2 2-methoxy-N-(3-phenylpropyl)-6-(2-oxa-7-azaspiro[3.5]nonan-7-yl)-1H-benzo[d]imidazole-1-carboxamide